diethyl ((3-bromo-6-hydroxybenzo[b]thiophen-2-yl)difluoromethyl)phosphonate BrC=1C2=C(SC1C(F)(F)P(OCC)(OCC)=O)C=C(C=C2)O